[Mg].C([C@H](O)C1=CC=CC=C1)(=O)O D-mandelic acid magnesium